NC=1C(=NC(=NC1C1=C2C=NNC2=CC=C1C([2H])([2H])[2H])C=1C(=NC=CC1)NC12CC(C1)(C2)C(=O)OC)C(N)=O Methyl 3-((3-(5-amino-4-carbamoyl-6-(5-(methyl-d3)-1H-indazol-4-yl)pyrimidin-2-yl)pyridin-2-yl)amino)bicyclo[1.1.1]pentane-1-carboxylate